methyl (S)-3-(benzyloxy)-2-hydroxypropanoate C(C1=CC=CC=C1)OC[C@@H](C(=O)OC)O